C(CCC)C1=CC=C(OCC2=NC=CC=C2)C=C1 2-((4-butylphenoxy)methyl)pyridine